ClC=1C=CC(=NC1)[N+]#[C-] 5-CHLORO-2-ISOCYANOPYRIDINE